N1N=CC(=C1)OC[C@@H]1N(CC1)C(=O)OC(C)(C)C tert-butyl (R)-2-(((1H-pyrazol-4-yl)oxy)methyl)azetidine-1-carboxylate